NC1=C2C(=NC=N1)N(N=C2C2=CC=C(C=C2)OC2=CC=CC=C2)C2CCN(CC2)CC2=CC(=C(C=N2)C2C(NC(CC2)=O)=O)F 3-(6-((4-(4-amino-3-(4-phenoxyphenyl)-1H-pyrazolo[3,4-d]pyrimidin-1-yl)piperidin-1-yl)methyl)-4-fluoropyridin-3-yl)piperidine-2,6-dione